[Cl-].C(CCCCCC)[NH+]1CC(CCC1)CCC 1-Heptyl-3-propylpiperidinium chlorid